(2,5-dichloropyrimidin-4-yl)spiro[cyclopropane-1,1'-isoindoline] ClC1=NC=C(C(=N1)N1C2(C3=CC=CC=C3C1)CC2)Cl